CN(C)CC1=NN=C2N1C1=CC=CC=C1C(=N2)N(C2=CC=CC=C2)C 1-((Dimethylamino)methyl)-N-methyl-N-Phenyl-[1,2,4]triazolo[4,3-a]quinazolin-5-amine